C(C1=CC=CC=C1)C1CCN(CC1)CC=1NC(=NN1)C=1NC2=C(C=CC=C2C1)OC 2-(5-((4-benzylpiperidin-1-yl)methyl)-4H-1,2,4-triazol-3-yl)-7-methoxy-1H-indole